(±)-2-[4-[3-[(4,5-dichloro-1-methyl-indole-2-carbonyl)amino] tetrahydrofuran-3-yl]phenyl]-3-methyl-butanoate ClC1=C2C=C(N(C2=CC=C1Cl)C)C(=O)NC1(COCC1)C1=CC=C(C=C1)C(C(=O)[O-])C(C)C